C1(CC1)CNC=1C(=C(C(=O)OCCC)C=CC1)F propyl 3-[(cyclopropylmethyl) amino]-2-fluorobenzoate